Methyl (Z)-3-(chloro(4-(methoxycarbonyl)phenyl)methylene)-2-oxoindoline-5-carboxylate Cl\C(=C\1/C(NC2=CC=C(C=C12)C(=O)OC)=O)\C1=CC=C(C=C1)C(=O)OC